4-((3-Acetylphenyl)sulfonyl)-1-(3-(4-chloro-3,5-dimethylphenoxy)propyl)-3,5-dimethyl-1H-Pyrrole-2-carboxylic acid C(C)(=O)C=1C=C(C=CC1)S(=O)(=O)C=1C(=C(N(C1C)CCCOC1=CC(=C(C(=C1)C)Cl)C)C(=O)O)C